C=C1[C@H]2[C@H](OC1=O)C1C(CC[C@H]1C(CC2)=C)=C (3aS,6aR,9bS)-3,6,9-Trimethylenedecahydroazuleno[4,5-b]furan-2(3H)-one